1-methyldimethoxysilyl-8-(diethylamino)(methyldimethoxysilylpropylamino)methylsilyloctane C[Si](C(CCCCCCCN(CC)CC)[SiH2]CNCCC[Si](OC)(OC)C)(OC)OC